4-(N-(3-(tert-butyl)-5-cyclopropylbenzyl)-2-(N-((4-(trifluoromethyl)pyridin-3-yl)methyl)-(2,3,4,5,6-pentafluoro-phenyl)sulfonamido)acetamido)-3-methylbenzoic acid C(C)(C)(C)C=1C=C(CN(C(CN(S(=O)(=O)C2=C(C(=C(C(=C2F)F)F)F)F)CC=2C=NC=CC2C(F)(F)F)=O)C2=C(C=C(C(=O)O)C=C2)C)C=C(C1)C1CC1